ClC1=C(OCC2=C(C(=O)O)C=C(C=C2)C)C=CC(=C1)C(F)(F)F ((2-chloro-4-(trifluoromethyl)phenoxy)methyl)-5-methylbenzoic acid